BrC=1C=C(CN2C(=NC=3NC(NC(C23)=O)=O)SC(C(=O)OCC)CC)C=CC1 ethyl 2-{[7-(3-bromobenzyl)-2,6-dioxo-2,3,6,7-tetrahydro-1H-purin-8-yl]thio}butanoate